[Si](C)(C)(C(C)(C)C)O[C@@H]1C[C@H](N(C1)C(=O)OC(C)(C)C)C=1NC(=CN1)I tert-butyl (2S,4R)-4-[tert-butyl(dimethyl)silyl]oxy-2-(5-iodo-1H-imidazol-2-yl)pyrrolidine-1-carboxylate